4,4',4''-(3,7,11-trimethyltriphenylene-2,6,10-triyl)tris(N-dodecylbenzamide) CC=1C(=CC=2C3=CC(=C(C=C3C3=CC(=C(C=C3C2C1)C1=CC=C(C(=O)NCCCCCCCCCCCC)C=C1)C)C1=CC=C(C(=O)NCCCCCCCCCCCC)C=C1)C)C1=CC=C(C(=O)NCCCCCCCCCCCC)C=C1